benz[d]thiazole-6-ol S1C=NC2=C1C=C(C=C2)O